(4-chlorophenyl)(4-(((3-(5-fluoro-1H-indol-3-yl)propyl)amino)methyl)piperidin-1-yl)methanone ClC1=CC=C(C=C1)C(=O)N1CCC(CC1)CNCCCC1=CNC2=CC=C(C=C12)F